tert-butyl 3-methyl-5-oxospiro[7H-cyclopenta[c]pyridine-6,4'-piperidine]-1'-carboxylate CC1=CC2=C(C=N1)CC1(CCN(CC1)C(=O)OC(C)(C)C)C2=O